(3,5-difluoro-4-((1S,3R)-3-methyl-2-(2,2,2-trifluoroethyl)-1,2,3,4-tetrahydropyrazino[1,2-a]indol-1-yl)phenyl)-1-(3-fluoropropyl)azetidin-3-amine FC=1C=C(C=C(C1[C@@H]1N([C@@H](CN2C1=CC=1C=CC=CC21)C)CC(F)(F)F)F)C2N(CC2N)CCCF